2-((1H-pyrazol-3-yl)methyl)-6-((1H-pyrazolo[4,3-c]pyridin-4-yl)methyl)-4-methyl-4H-thiazolo[5',4':4,5]pyrrolo[2,3-d]pyridazin-5(6H)-one N1N=C(C=C1)CC=1SC2=C(N(C=3C(N(N=CC32)CC3=NC=CC2=C3C=NN2)=O)C)N1